lithium bistrifluoromethyl-sulfonamide FC(F)(F)N(S(=O)=O)C(F)(F)F.[Li]